OC=1C=C2C(N(C=NC2=CC1)C)=O 6-hydroxy-3-methyl-quinazolin-4-one